1-(2-phenyloxazol-5-yl)cyclopropanecarboximidamide C1(=CC=CC=C1)C=1OC(=CN1)C1(CC1)C(N)=N